CC1=CC=C(C=C1)S(=O)(=O)OC=1C=C(C=CC1C)NC(=O)NC1=CC(=C(C=C1)C)OS(=O)(=O)C1=CC=C(C)C=C1 N,N'-Di-[3-(p-toluenesulfonyloxy)-4-methyl-phenyl]urea